N1(C=NC=C1)C(C(=O)N1[C@H](CN(CC1)C=1C2=C(N=C(N1)OC[C@H]1N(CCC1)C)CN(CC2)C2=CC=CC1=CC=CC(=C21)Cl)CC#N)=C ((S)-1-(2-(1H-imidazol-1-yl)acryloyl)-4-(7-(8-chloronaphthalen-1-yl)-2-(((S)-1-methylpyrrolidin-2-yl)methoxy)-5,6,7,8-tetrahydropyrido[3,4-d]pyrimidin-4-yl)piperazin-2-yl)acetonitrile